FC1=CC(=C(C=C1)C(C)N1C[C@@H](N(C[C@H]1C)C(=O)OC(C)(C)C)C)C1(COC1)O tert-butyl (2S,5R)-4-(1-(4-fluoro-2-(3-hydroxyoxetan-3-yl)phenyl)ethyl)-2,5-dimethylpiperazine-1-carboxylate